3-(4-(3-aminopiperidin-1-yl)pyrimidin-2-yl)imidazo[1,2-a]pyrazine-6-carboxamide NC1CN(CCC1)C1=NC(=NC=C1)C1=CN=C2N1C=C(N=C2)C(=O)N